C(C)(C)(C)OC(=O)N1C(CN(CC1)C(C(=O)OCC)=O)C1=CC=C(C=C1)C(=O)OC 4-(2-ethoxy-2-oxoAcetyl)-2-(4-(methoxycarbonyl)phenyl)piperazine-1-carboxylic acid tert-butyl ester